FC1=C(C=CC=C1)N1CC(CC1)N 1-(2-fluorophenyl)pyrrolidin-3-amine